6,6'-((((4-isothiocyanatopyridine-2,6-diyl)bis(methylene))bis((carboxymethyl)azanediyl))bis(methylene))dipicolinic acid N(=C=S)C1=CC(=NC(=C1)CN(CC(=O)O)CC1=CC=CC(=N1)C(=O)O)CN(CC(=O)O)CC1=CC=CC(=N1)C(=O)O